5-(4-(4-(dimethoxymethyl)piperidin-1-yl)-2-fluorophenyl)-6-phenyl-7,8-dihydronaphthalen-2-ol COC(C1CCN(CC1)C1=CC(=C(C=C1)C=1C=2C=CC(=CC2CCC1C1=CC=CC=C1)O)F)OC